ClC1=CC=C(C(=O)CCC2=CC=C(OC(C(=O)O)(C)C)C=C2)C=C1 2-[4-[2-(4-chlorobenzoyl)ethyl]phenoxy]-2-methylpropanoic acid